C1(CCCC1)C=1C=C(C(=NC1)NC(C1=C(C=CC(=C1)[N+](=O)[O-])SC1=NN=CN1CCCO)=O)F N-(5-cyclopentyl-3-fluoropyridin-2-yl)-2-{[4-(3-hydroxypropyl)-4H-1,2,4-triazol-3-yl]sulfanyl}-5-nitrobenzamide